3-bromo-5-(1-(tert-butoxycarbonyl)piperidin-4-yl)-4-fluoro-1H-pyrrolo[2,3-c]Pyridine-1-carboxylic acid tert-butyl ester C(C)(C)(C)OC(=O)N1C=C(C=2C1=CN=C(C2F)C2CCN(CC2)C(=O)OC(C)(C)C)Br